5-{2-[(2,4-Difluorophenyl)sulfonyl]vinyl}-N4-(1-methyl-1H-pyrazol-3-yl)-N2-(quinolin-6-yl)pyrimidine-2,4-diamine FC1=C(C=CC(=C1)F)S(=O)(=O)C=CC=1C(=NC(=NC1)NC=1C=C2C=CC=NC2=CC1)NC1=NN(C=C1)C